N=1C(=CN2C1C=CC=C2)CNC([C@H](C(C)C)NC(=O)C2=CC(=CC=C2)C)=O (2S)-N-({imidazo[1,2-a]pyridin-2-yl}methyl)-3-methyl-2-[(3-methylphenyl)formamido]butanamide